α-benzhydrylfurfuryl alcohol C(C1=CC=CC=C1)(C1=CC=CC=C1)C(C1=CC=CO1)O